FC=1C(=CC=2C3=C(NC(C2C1)=O)COCC3N(C(=O)C=3C=CC=1N(C3)C=NN1)C)F N-(8,9-Difluoro-6-oxo-1,4,5,6-tetrahydro-2H-pyrano[3,4-c]isoquinolin-1-yl)-N-methyl-[1,2,4]triazolo[4,3-a]pyridine-6-carboxamide